FC(C(C1=CC=CC=C1)N1CCN(CC1)C(=O)N1C[C@@H]2[C@@H](OCC(N2)=O)CC1)(F)F (4aR,8aS)-6-(4-(2,2,2-Trifluoro-1-phenylethyl)piperazine-1-carbonyl)hexahydro-2H-pyrido[4,3-b][1,4]oxazin-3(4H)-one